COC1=CC=C(C=C1)S(=O)(=O)[C@H]1[C@@H](CCC1)C(=O)O |r| rac-(1S*,2R*)-2-((4-methoxyphenyl)sulfonyl)cyclopentane-1-carboxylic acid